Butyl (thiophene-2-carbonyl)-L-valinate S1C(=CC=C1)C(=O)N[C@@H](C(C)C)C(=O)OCCCC